C(C1=CC=CC=C1)(=O)NC1=NC(N(C=C1F)[C@H]1O[C@H](OC1)COC(CCC)=O)=[OH+] (4-benzamido-1-((2s,4S)-2-(butyryloxymethyl)-1,3-dioxolan-4-yl)-5-fluoropyrimidin-2(1H)-ylidene)oxonium